C1(=CC=CC=C1)CCN[C@H]1CC/C=C/CC[C@@H]1O (1S,8S)-(+)-trans-8-[(R)-phenylethylamino]cyclooct-4-enol